(6-methoxy-2-naphthyl)propanal COC=1C=C2C=CC(=CC2=CC1)C(C=O)C